2-p-chlorophenylethynyl-4-methylaniline ClC1=CC=C(C=C1)C#CNC1=CC=C(C=C1)C